1-cyclopentyl-6-((2,4-dimethoxyphenyl)amino)-3-methyl-1,3-dihydro-2H-imidazo[4,5-c]pyridin-2-one C1(CCCC1)N1C(N(C=2C=NC(=CC21)NC2=C(C=C(C=C2)OC)OC)C)=O